2-[4-(3-(6-Methylpyridin-2-yl)-1-(pyridin-2-ylmethyl)-1H-pyrazol-4-yl)pyridin-2-yl]-5-(methylsulfonyl)-1,4,5,6-tetrahydropyrrolo[3,4-d]imidazole CC1=CC=CC(=N1)C1=NN(C=C1C1=CC(=NC=C1)C1=NC2=C(N1)CN(C2)S(=O)(=O)C)CC2=NC=CC=C2